2-(((2,2-Dimethyltetrahydro-2H-pyran-4-yl)methyl)thio)benzo[d]thiazole CC1(OCCC(C1)CSC=1SC2=C(N1)C=CC=C2)C